2-[[(1R,3S)-3-imidazo[1,2-a]pyridin-3-ylcyclohexyl]amino]-4-(2-oxaspiro[3.3]heptan-6-yloxy)pyrimidine-5-carbonitrile N=1C=C(N2C1C=CC=C2)[C@@H]2C[C@@H](CCC2)NC2=NC=C(C(=N2)OC2CC1(COC1)C2)C#N